ClC=1C=C(C=C2C=CC(=NC12)O)C1=NNC(SC1C)=O 5-(8-chloro-2-hydroxyquinolin-6-yl)-6-methyl-3,6-dihydro-2H-1,3,4-thiadiazin-2-one